4-(((6-((3-(5-(((1-acetylpiperidin-4-yl)amino)methyl)-3'-chloro-6-methoxy-[2,4'-bipyridin]-2'-yl)-2-chlorophenyl)carbamoyl)-4-methoxypyridin-3-yl)methyl)amino)butanoic acid C(C)(=O)N1CCC(CC1)NCC=1C=CC(=NC1OC)C1=C(C(=NC=C1)C=1C(=C(C=CC1)NC(=O)C1=CC(=C(C=N1)CNCCCC(=O)O)OC)Cl)Cl